OC1=CC=C(C=C1)C=1N=C2N(C=CC=C2)C1NC1=CC=C(C(=O)O)C=C1 4-((2-(4-Hydroxyphenyl)imidazo[1,2-a]pyridin-3-yl)amino)benzoic acid